2,4,7,11,13-pentaoxa-3λ5,12λ5-diphosphatricyclo[13.3.0.06,10]octadecan C12O[PH3]OCC3OCCC3O[PH3]OCC2CCC1